ClC1=CC=C(C=C1)\C=C\C(=O)C1=C(C=C(C=C1OC)OC)O 4-Chloro-4',6'-dimethoxy-2'-hydroxychalcone